C(C)(C)(C)C=1C=C(C=C(C1O)C(C)(C)C)CCC(=O)NCCCNC(CCC1=CC(=C(C(=C1)C(C)(C)C)O)C(C)(C)C)=O N,N'-bis(3,5-di-tert-butyl-4-hydroxyphenylpropionyl)trimethylenediamine